4-((7-fluoro-2,5-dimethyl-4,5-dihydro-[1,2,4]triazolo[1,5-a]quinoxalin-6-yl)amino)-N-(methyl-d3)pyridazine-3-carboxamide FC=1C(=C2N(CC=3N(C2=CC1)N=C(N3)C)C)NC3=C(N=NC=C3)C(=O)NC([2H])([2H])[2H]